C12CN(CC(CC1)N2)C2=NC(=NC1=C(C(=C(C(=C21)OC)F)C2=CC(=CC1=CC=C(C(=C21)C#C)F)O)F)OCC2(CCC2)CO 4-(4-(3,8-diazabicyclo[3.2.1]octan-3-yl)-6,8-difluoro-2-((1-(hydroxymethyl)cyclobutyl)methoxy)-5-methoxyquinazolin-7-yl)-5-ethynyl-6-fluoronaphthalen-2-ol